I(=O)(=O)O.C(C)C1=C(C=CC=C1)P(C1=CC=CC=C1)C1=CC=CC=C1 ethyltriphenylphosphine iodate